2-methyl-N-(2-oxopyrrolidin-3-yl)-5-(pyridin-3-ylmethoxy)benzofuran-3-carboxamide CC=1OC2=C(C1C(=O)NC1C(NCC1)=O)C=C(C=C2)OCC=2C=NC=CC2